FC1=C(CC2CC3(CN(C3)C(=O)C3CC(C3)(C)O)C2)C=CC(=C1)C (6-(2-Fluoro-4-methylbenzyl)-2-azaspiro[3.3]heptan-2-yl)((1s,3s)-3-hydroxy-3-methylcyclobutyl)methanone